4-[(1S,4S,5R)-5-{[5-cyclopropyl-3-(2,6-dichlorophenyl)-1,2-oxazol-4-yl]Methoxy}-2-azabicyclo[2.2.1]Heptane-2-yl]-N-{[(1r,4r)-4-hydroxycyclohexyl]Sulfonyl}benzamide C1(CC1)C1=C(C(=NO1)C1=C(C=CC=C1Cl)Cl)CO[C@H]1[C@@H]2CN([C@H](C1)C2)C2=CC=C(C(=O)NS(=O)(=O)C1CCC(CC1)O)C=C2